tert-butyl 7-(3-((3'-(5-(2-hydroxyethyl)-4,5,6,7-tetrahydrothiazolo[5,4-c]pyridin-2-yl)-2,2'-dimethyl-[1,1'-biphenyl]-3-yl) oxy) propyl)-2,7-diazaspiro[4.5]decane-2-carboxylate OCCN1CC2=C(CC1)N=C(S2)C=2C(=C(C=CC2)C2=C(C(=CC=C2)OCCCN2CC1(CCN(C1)C(=O)OC(C)(C)C)CCC2)C)C